BrC1=C(C=C(C(=N1)OC(F)F)NC(C)=O)[N+](=O)[O-] N-(6-bromo-2-difluoromethoxy-5-nitropyridin-3-yl)acetamide